2-[2-[2-[[(E)-4-methoxy-4-oxo-but-2-enyl]-methyl-amino]ethoxy]ethoxy]acetic acid COC(/C=C/CN(CCOCCOCC(=O)O)C)=O